1-benzyl-2-(difluoromethyl)azetidine C(C1=CC=CC=C1)N1C(CC1)C(F)F